4-(4-chlorophenyl)-6-(4-(2,5-dimethoxybenzyl)piperazin-1-yl)-2-(pyridin-3-yl)pyrimidine ClC1=CC=C(C=C1)C1=NC(=NC(=C1)N1CCN(CC1)CC1=C(C=CC(=C1)OC)OC)C=1C=NC=CC1